(R)-4,4-difluoro-3-phenylbutyric acid FC([C@H](CC(=O)O)C1=CC=CC=C1)F